FC1=NC(=C2N=CNC2=N1)NC1=CC=C(C=C1)[N+](=O)[O-] 2-fluoro-N-(4-nitrophenyl)9H-purin-6-amine